C[C@@H]1CN(C[C@@H](N1)C)C1=CC=CC(=N1)CNC=1C2=C(N=CN1)NC=C2C2(C(COCC2)F)O 4-(4-(((6-((3R,5S)-3,5-dimethylpiperazin-1-yl)pyridin-2-yl)methyl)amino)-7H-pyrrolo[2,3-d]pyrimidin-5-yl)-3-fluorotetrahydro-2H-pyran-4-ol